tert-Butyl 3-(benzo[d]thiazol-2-yl)-2-(3-((2-hydroxyethyl)amino)propanamido)-4,7-dihydrothieno[2,3-c]pyridine-6(5H)-carboxylate S1C(=NC2=C1C=CC=C2)C2=C(SC=1CN(CCC12)C(=O)OC(C)(C)C)NC(CCNCCO)=O